(3aS,5aS,9aR,9bR)-3a,6,6,9a-tetramethyldodecahydronaphtho[2,1-b]furan C[C@@]12OCC[C@@H]1[C@@]1(CCCC([C@@H]1CC2)(C)C)C